C(#CCCO)O 1,4-butyn-diol